C(C)C1=C(C(=C(C(=C1I)F)F)N)N ethyl-5,6-difluoro-4-iodobenzene-1,2-diamine